chlorine calcium salt [Ca].[Cl]